2-(difluoromethyl)-3-methyl-6-[(2S,4R)-2-(1-methylpyrazol-4-yl)tetrahydropyran-4-yl]-8-[3-(trifluoromethyl)-1-bicyclo[1.1.1]pentanyl]pyrido[3,4-d]pyrimidin-4-one FC(C=1N(C(C2=C(N1)C(=NC(=C2)[C@H]2C[C@H](OCC2)C=2C=NN(C2)C)C21CC(C2)(C1)C(F)(F)F)=O)C)F